2-(2,5-dimethylphenyl)-N-(5-oxo-1-phenylpyrrolidin-3-yl)acetamide CC1=C(C=C(C=C1)C)CC(=O)NC1CN(C(C1)=O)C1=CC=CC=C1